4-[4-(tert-butoxycarbonyl)piperazin-1-yl]-2-fluorobenzoic acid C(C)(C)(C)OC(=O)N1CCN(CC1)C1=CC(=C(C(=O)O)C=C1)F